sulfonyl-2-(p-tolyl)pyridine-3-carboxamide S(=O)(=O)=NC(=O)C=1C(=NC=CC1)C1=CC=C(C=C1)C